1-[3-(4-Chloro-2-methyl-2H-pyrazol-3-yl)-4-methoxyphenyl]-3-(3,4-difluorophenyl)-urea ClC1=C(N(N=C1)C)C=1C=C(C=CC1OC)NC(=O)NC1=CC(=C(C=C1)F)F